(phenylpropyl)benzene C1(=CC=CC=C1)CCCC1=CC=CC=C1